N-[5-(1H-benzimidazol-2-yl)-1-[(4-methoxyphenyl)methyl]-pyrazol-3-yl]-6-(4-methyl-3-oxo-piperazin-1-yl)pyridine-3-carboxamide N1C(=NC2=C1C=CC=C2)C2=CC(=NN2CC2=CC=C(C=C2)OC)NC(=O)C=2C=NC(=CC2)N2CC(N(CC2)C)=O